N-(t-butoxycarbonyl)-L-serine C(C)(C)(C)OC(=O)N[C@@H](CO)C(=O)O